C1(CCCC1)NC=1SC(=C(N1)C)C1=NC(=NC=C1)NC1=CC=C(C=C1)C1CCC(CC1)N(C)C N-cyclopentyl-5-[2-[4-[4-(dimethylamino)cyclohexyl]anilino]pyrimidin-4-yl]-4-methyl-thiazol-2-amine